BrC1=NC(=NN1COCC[Si](C)(C)C)C(=O)OCC Ethyl 5-bromo-1-((2-(trimethylsilyl) ethoxy) methyl)-1H-1,2,4-triazole-3-carboxylate